methyl (2S)-2-[[(2S)-4-methyl-2-[[(E)-3-phenylprop-2-enoyl]amino]pentanoyl]amino]-3-[(3S)-2-oxopyrrolidin-3-yl]propanoate CC(C[C@@H](C(=O)N[C@H](C(=O)OC)C[C@H]1C(NCC1)=O)NC(\C=C\C1=CC=CC=C1)=O)C